O1C2=C(OCCC1)C=C(C=C2)C=2N=C1N(C=CC=N1)C2C2=CC(=NC=C2)C 2-(3,4-Dihydro-2H-benzo[b][1,4]dioxepin-7-yl)-3-(2-methylpyridin-4-yl)imidazo[1,2-a]pyrimidine